CN1C=NC2=C1C=C(C=C2C2=CC=C(C=C2)N2CCC1(CN(C1)C1COC1)CC2)C2=CC=C(C=C2)N2CCC1(CN(C1)C1COC1)CC2 7,7'-((1-methyl-1H-benzo[d]imidazole-4,6-diyl)bis(4,1-phenylene))bis(2-(oxetan-3-yl)-2,7-diazaspiro[3.5]nonane)